ClC1=C(CCOCCC2=C(C=CC=C2Cl)Cl)C(=CC=C1)Cl 2,6-dichlorobenzylmethyl ether